C(C1=CC=CC=C1)(C1=CC=CC=C1)C1N2C(C(N3C1OCCC3)=O)=C(C(C=N2)=O)O 12-benzhydryl-7-hydroxy-3,4,12,12a-tetrahydro-2H-pyridazino[1',6':4,5]pyrazino[2,1-b][1,3]oxazine-6,8-dione